2-ACETYLCYSTEINE C(C)(=O)[C@](N)(CS)C(=O)O